C12COCC(CC1)N2C(=O)O[C@H]2C[C@H](CC2)C2=CC(=NN2)NC(=O)OCC2=CC=CC=C2 (1R,3S)-3-(3-(((benzyloxy)carbonyl)amino)-1H-pyrazol-5-yl)cyclopentyl 3-oxa-8-azabicyclo[3.2.1]octane-8-carboxylate